(2S,4S)-1-benzyloxycarbonyl-4-[[6-[2-[3-(methylamino)propylamino]-3-nitro-phenyl]-2-pyridyl]amino]pyrrolidine-2-carboxylic acid C(C1=CC=CC=C1)OC(=O)N1[C@@H](C[C@@H](C1)NC1=NC(=CC=C1)C1=C(C(=CC=C1)[N+](=O)[O-])NCCCNC)C(=O)O